C1(CCCCC1)OCCCCCN 5-cyclohexyloxypentylamine